ethyl 4-[(4R)-2,2-dioxo-4-phenyl-1,2λ6,3-oxathiazolidin-3-yl]butanoate O=S1(OC[C@H](N1CCCC(=O)OCC)C1=CC=CC=C1)=O